FC=1C=2N(C=C(C1)B1OC(C(O1)(C)C)(C)C)C=C(N2)NC(=O)C2CN(C2)C(=O)OC(C)(C)C tert-butyl 3-[[8-fluoro-6-(4,4,5,5-tetramethyl-1,3,2-dioxaborolan-2-yl)imidazo[1,2-a]pyridin-2-yl]carbamoyl]azetidine-1-carboxylate